C(#N)CNC(=O)CN1C(=NC2=C3CC[C@@H](NC3=CC=C21)C)CCN2N=CC=C2 (7S)-3-{[(Cyanomethyl)carbamoyl]methyl}-7-methyl-2-[2-(1H-pyrazol-1-yl)ethyl]-3H,6H,7H,8H,9H-imidazo[4,5-f]chinolin